FC=1C=C(C=CC1OC1=CC=NC2=CC(=C(C=C12)C(NC)=O)OC)NC(=O)C1=C2C(=CN(C1=O)C1=CC=C(C=C1)F)CCO2 N-(3-fluoro-4-{[7-methoxy-6-(methylcarbamoyl)quinolin-4-yl]oxy}phenyl)-5-(4-fluorophenyl)-6-oxo-2,3,5,6-tetrahydrofuro[3,2-c]pyridine-7-carboxamide